1-(4-benzyloxy-2-hydroxy-6-methoxy-phenyl)ethanone C(C1=CC=CC=C1)OC1=CC(=C(C(=C1)OC)C(C)=O)O